BrC1=CN(C=2N=CN=C(C21)NC2CCC(CC2)N(C(OC(C)(C)C)=O)C)COCC[Si](C)(C)C tert-butyl N-[4-[[5-bromo-7-(2-trimethylsilylethoxymethyl)pyrrolo[2,3-d]pyrimidin-4-yl]amino]cyclohexyl]-N-methyl-carbamate